[Cl-].[Cl-].C1(C=CC2=CC=CC=C12)[Hf+2]C1C=CC2=CC=CC=C12 bisindenyl-hafnium dichloride